3-(5-ethyl-1,3-thiazol-2-yl)-N-[(1R)-1-(5-methylpyrazin-2-yl)ethyl]-5-[(2S)-tetrahydrofuran-2-ylmethoxy]benzamide C(C)C1=CN=C(S1)C=1C=C(C(=O)N[C@H](C)C2=NC=C(N=C2)C)C=C(C1)OC[C@H]1OCCC1